C(C)[C@H]1CN(CCN1C)C(=O)N1C(C=2NN=C(C2C1)NC1=NC(=NC=C1F)C)(C)C 5-{[(3S)-3-ethyl-4-methylpiperazin-1-yl]carbonyl}-N-(5-fluoro-2-methylpyrimidin-4-yl)-6,6-dimethyl-1,4,5,6-tetrahydropyrrolo[3,4-c]pyrazol-3-amine